ClC=1C=C(C=CC1)C([C@@H](C1=CC(=CC=C1)F)N(C([O-])=O)[C@H](C(=O)N[C@H](CO)C[C@H]1C(NCC1)=O)CC1CCCCC1)(C)C (R)-2-(3-chlorophenyl)-1-(3-fluoro phenyl)-2-methylpropyl((S)-3-cyclohexyl-1-(((S)-1-hydroxy-3-((S)-2-oxopyrrolidin-3-yl) propan-2-yl)amino)-1-oxopropan-2-yl)carbamate